C(C)(C)C1=CC=C(C=C1)C(=[Hf](C1C2=CC(=CC=C2C=2C=CC(=CC12)C(C)(C)C)C(C)(C)C)C1C=CC=C1)C1CCCCC1 (para-isopropylphenyl)(cyclohexyl)methylene(cyclopentadienyl)(2,7-di-tert-butylfluoren-9-yl)hafnium